FC(C(F)(F)F)(C=1C=C(C=2C=CC=3N(C2N1)C=C(N3)C=3OC=NN3)C3=CC=CC=C3)F 2-(2-(perfluoroethyl)-4-phenyl-imidazo[1,2-a][1,8]naphthyridin-8-yl)-1,3,4-oxadiazole